COC1=NC(=NN2C1=C(C=C2)C=2C=CC1=C(N(N=N1)C)C2)NC2CCC(CC2)(O)C 4-((4-Methoxy-5-(1-methyl-1H-benzo[d][1,2,3]triazol-6-yl)pyrrolo[2,1-f][1,2,4]triazin-2-yl)amino)-1-methylcyclohexan-1-ol